FC1([C@@H](CN(C[C@@H]1C)CC1=C2C(=NC(=C1)C(=O)OC)C=CN2COCC[Si](C)(C)C)C)F methyl 7-(((3r,5s)-4,4-difluoro-3,5-dimethylpiperidin-1-yl) methyl)-1-((2-(trimethylsilyl) ethoxy) methyl)-1H-pyrrolo[3,2-b]pyridine-5-carboxylate